NC1=C(C=CC=C1)NC(C1=C(C=CC(=C1)Cl)I)=O N-(2-aminophenyl)-5-chloro-2-iodobenzamide